C(C)N1CCN(CC1)C1CCN(CC1)C1=C(C=C(C(=C1)OC)NC1=NC=NC(=C1)N1OCC[C@@H]1C1=C(C(=CC=C1)C)F)NC(C=C)=O N-(2-(4-(4-ethylpiperazine-1-yl)piperidine-1-yl)-5-((6-((R)-3-(2-fluoro-3-methylphenyl)-isoxazolidine-2-yl)pyrimidine-4-yl)amino)-4-methoxyphenyl)acrylamide